N1(C=NC2=C1C=CC=C2)C=2C(=C(C(=CC2SC)OC2=C(C=C(C=C2)SC)C=2SC1=C(N2)C=CC=C1)O)C=1SC2=C(N1)C=CC=C2 (1H-benzo[d]imidazol-1-yl)-2-(benzo[d]thiazol-2-yl)-6-(2-(benzo[d]thiazol-2-yl)-4-(methylthio)phenoxy)-4-(methylthio)phenol